C(CCC)N1C(N(C(C(C1=O)=C(N)N)=O)C1CCC2(CC(C2)N(C(=O)N)C)CC1)=O 1-((2S,4s,7S)-7-(3-Butyl-5-(diaminomethylene)-2,4,6-trioxotetrahydropyrimidin-1(2H)-yl)spiro[3.5]nonan-2-yl)-1-methylurea